1-(oxetan-3-yl)-1H-1,2,3-triazole-4-carboxylic acid O1CC(C1)N1N=NC(=C1)C(=O)O